C(#N)C(C(=O)OCC(CCCC)CC)=C(C1=CC=CC=C1)C1=CC=CC=C1 2-ethylhexyl 2-cyano-3,3-diphenylpropane-2-enoate